lithium iron manganate hexadecanoate C(CCCCCCCCCCCCCCC)(=O)[O-].[Mn](=O)(=O)([O-])[O-].[Fe+2].[Li+]